[(2R,3R,4R,5R)-3,4-diacetoxy-5-[2-chloro-6-(3,4-diphenylpyrrolidin-1-yl)purin-9-yl]tetrahydrofuran-2-yl]methyl acetate C(C)(=O)OC[C@H]1O[C@H]([C@@H]([C@@H]1OC(C)=O)OC(C)=O)N1C2=NC(=NC(=C2N=C1)N1CC(C(C1)C1=CC=CC=C1)C1=CC=CC=C1)Cl